1-(3-bromo-2-methylpyridine-4-yl)-5-(trifluoromethyl)-1H-pyrazole-4-carboxylic acid ethyl ester C(C)OC(=O)C=1C=NN(C1C(F)(F)F)C1=C(C(=NC=C1)C)Br